CN1C(C(C=2C=CN=CC21)=O)=O 1-methyl-1H-pyrrolo[3,2-d]pyridine-2,3-dione